2-(4-amino-1H-pyrazol-1-yl)ethan-1-ol NC=1C=NN(C1)CCO